thiophen-2-yl-acrylic acid S1C(=CC=C1)C(C(=O)O)=C